C(CCCCCCCCCCCCCCCCCCCCC)OC1=C(C=C(C=C1)S(=O)(=O)C=1C=NC2=CC=C(C=C2C1N1CCC(CC1)N1CCN(CC1)C1CCN(CC1)CC)SC)F 3-((4-(docosyloxy)-3-fluorophenyl)sulfonyl)-4-(4-(4-(1-ethylpiperidin-4-yl)piperazin-1-yl)piperidin-1-yl)-6-(methylthio)quinoline